L-Methionine sulfoxide N[C@@H](CCS(=O)C)C(=O)O